2,2-bis[4-(5-amino-2-pyridyloxy)phenyl]propane NC=1C=CC(=NC1)OC1=CC=C(C=C1)C(C)(C)C1=CC=C(C=C1)OC1=NC=C(C=C1)N